C(C)(C)(C)OC(=O)N1[C@@H](C[C@H](C1)OCC1=CC=CC=C1)COS(=O)(=O)C (2S,4R)-4-(benzyloxy)-2-[(methylsulfonyloxy)methyl]pyrrolidine-1-carboxylic acid tert-butyl ester